3-(2-Morpholinylpyridin-4-yl)-4-(3-sulfamoylphenylethynyl)-5-methyl-pyrazole N1(CCOCC1)C1=NC=CC(=C1)C1=NNC(=C1C#CC1=CC(=CC=C1)S(N)(=O)=O)C